2-Oxo-3-methylbutanoic acid O=C(C(=O)O)C(C)C